N-(6-((2-chloro-6-fluorophenyl)amino)-1H-indazol-3-yl)-4-(1-methylpiperidin-4-yl)benzamide ClC1=C(C(=CC=C1)F)NC1=CC=C2C(=NNC2=C1)NC(C1=CC=C(C=C1)C1CCN(CC1)C)=O